(4-((5-chloropyrazin-2-yl)methoxy)-2-hydroxy-3-methylphenyl)(cyclopropyl)methanone ClC=1N=CC(=NC1)COC1=C(C(=C(C=C1)C(=O)C1CC1)O)C